ClC=1C=C2C(=NC(=NC2=C(C1C1=C2C=NNC2=CC=C1C)F)N1CC(C1)N(CC)CC)N1CCN(CC1)C(C=C)=O 1-(4-(6-chloro-2-(3-(diethylamino)azetidin-1-yl)-8-fluoro-7-(5-methyl-1H-indazol-4-yl)quinazolin-4-yl)piperazin-1-yl)prop-2-en-1-one